5-[2-chloro-7-[8-ethyl-7-fluoro-3-(methoxymethoxy)-1-naphthyl]-8-fluoro-pyrido[4,3-d]pyrimidin-4-yl]-N-(2-hydroxyethyl)-4,6,7,8-tetrahydropyrazolo[1,5-a][1,4]diazepine-2-carboxamide ClC=1N=C(C2=C(N1)C(=C(N=C2)C2=CC(=CC1=CC=C(C(=C21)CC)F)OCOC)F)N2CC=1N(CCC2)N=C(C1)C(=O)NCCO